2-hydroxy-α-methylstyrene OC1=C(C(=C)C)C=CC=C1